CC1=CC=C(C=C1)S(=O)(=O)O.N1C(CCC1)=O Pyrrolidone p-toluenesulfonate